S1C(SCCC1)C1=CN(C2=CC=CC=C12)C 3-(1,3-dithian-2-yl)-1-methyl-indole